C(C)(C)(C)C1=NC(=NO1)C(=O)NCC1=C(C(=C(C=C1)C1=CC(=NC=C1)NC(=O)C1CC1)F)C1CC1 5-(tert-butyl)-N-(4-(2-(cyclopropanecarboxamido)pyridin-4-yl)-2-cyclopropyl-3-fluorobenzyl)-1,2,4-oxadiazole-3-carboxamide